O=C1CCC(CC1)N1OC2=C(O1)C=CC(=C2)C(=O)N 2-(4-oxocyclohexyl)benzo[d][1,3]dioxazole-5-carboxamide